N1C=CC=2C1=NC=C(C2)OC2=C(C(=O)N)C=CC(=C2)C=2CCN(CC2)CC2=C(CC1(CCC1)CC2)C2=CC=C(C=C2)Cl 2-((1H-pyrrolo[2,3-b]pyridin-5-yl)oxy)-4-(1-((6-(4-chlorophenyl)spiro[3.5]non-6-en-7-yl)methyl)-1,2,3,6-tetrahydropyridin-4-yl)benzamide